C(C=C)(=O)NC(CS(=O)(=O)O)(CC(C)(C)C)C 2-acrylamido-2,4,4-trimethyl-pentanesulfonic acid